6-(5-(2-chloro-4-((5-cyclopropyl-3-(2,6-dichlorophenyl)isoxazol-4-yl)methoxy)phenyl)isoxazol-3-yl)nicotinic acid ClC1=C(C=CC(=C1)OCC=1C(=NOC1C1CC1)C1=C(C=CC=C1Cl)Cl)C1=CC(=NO1)C1=NC=C(C(=O)O)C=C1